(S)-(3-(4-acrylamido-1H-pyrazol-1-yl)benzyl)(5-((6,6-dimethylpiperidin-3-yl)amino)-tert-butyl 3-isopropylpyrazolo[1,5-a]pyrimidin-7-yl)carbamate C(C=C)(=O)NC=1C=NN(C1)C=1C=C(COC(NC2=CC(=NC=3N2N=C(C3C(C)C)C(C)(C)C)N[C@@H]3CNC(CC3)(C)C)=O)C=CC1